NC1=CC(=NC(=C1C#N)C1=NC=NC(=C1)N1C[C@@H](CC1)O)C=1SC=CN1 (R)-4-amino-2-(6-(3-hydroxypyrrolidin-1-yl)pyrimidin-4-yl)-6-(thiazol-2-yl)nicotinonitrile